OCCCCCCCC(=O)NC1=C(C(=O)NC2=NC=C(C=C2)C)C=CC=C1 2-(8-hydroxyoctanoylamino)-N-(5-methylpyridin-2-yl)benzamide